1H-benzo[d]imidazole-4,6-diamine N1C=NC2=C1C=C(C=C2N)N